Cl.FC=1C=CC(=C(N)C1)N1CCCCC1 5-fluoro-2-(piperidin-1-yl)aniline hydrochloride